C(C1=CC=CC=C1)OC1=CC=C2C(=N1)NC=C2 6-(Benzyloxy)-1H-pyrrolo[2,3-b]pyridine